(±)-trans-4-phenyl-3-([1,3]thiazolo[4,5-c]pyridin-2-ylamino)pyrrolidine-1-carboxylic acid tert-butyl ester C(C)(C)(C)OC(=O)N1C[C@H]([C@@H](C1)C1=CC=CC=C1)NC=1SC2=C(C=NC=C2)N1 |r|